Ethyl 3-(3-benzoyl-1-(2-(1-tosyl-4-(trifluoromethyl)piperidin-2-yl)benzyl)thioureido)-1H-pyrrole-2-carboxylate C(C1=CC=CC=C1)(=O)NC(N(CC1=C(C=CC=C1)C1N(CCC(C1)C(F)(F)F)S(=O)(=O)C1=CC=C(C)C=C1)C1=C(NC=C1)C(=O)OCC)=S